4-(4-(5-hydroxy-6-(methoxycarbonyl)pyridin-2-yl)butyl)piperazine-1-carboxylic acid tert-butyl ester C(C)(C)(C)OC(=O)N1CCN(CC1)CCCCC1=NC(=C(C=C1)O)C(=O)OC